(11S) or (11R)-11-(methoxymethyl)-7,14-dioxa-10,19,20-triazatetracyclo[13.5.2.12,6.018,21]tricosa-1(20),2(23),3,5,15,17,21-heptaene COC[C@H]1NCCOC2=CC=CC(C3=NNC4=CC=C(OCC1)C=C34)=C2 |o1:3|